C(#N)[C@H](CC1=CC=C(C=C1)C=1C=CC2=C(N(C(O2)=O)C)C1)NC(=O)[C@H]1OCC2(CC2)CN(C1)C(=O)OC(C)(C)C tert-butyl (S)-6-(((S)-1-cyano-2-(4-(3-methyl-2-oxo-2,3-dihydrobenzo[d]oxazol-5-yl)phenyl)ethyl)carbamoyl)-5-oxa-8-azaspiro[2.6]nonane-8-carboxylate